COC=1C=C(OC2=CC=C(C=C2)N2N=C3C(NCC[C@H]3N3CCN(CC3)S(=O)(=O)C3=C(C=CC=C3)[N+](=O)[O-])=C2C(=O)OCC)C=CC1 ethyl (7R)-2-[4-(3-methoxyphenoxy)phenyl]-7-[4-(2-nitrobenzene-1-sulfonyl)piperazin-1-yl]-4,5,6,7-tetrahydro-2H-pyrazolo[4,3-b]pyridine-3-carboxylate